C(=O)(OC(C)(C)C)N(CC(COCC1=CC=CC=C1)O)CCCl N-BOC-3-((2-chloroethyl)amino)-1-benzyloxy-2-propanol